5-bromo-2-fluoro-N-(2-hydroxyethyl)-N-(4-methoxybenzyl)nicotinamide BrC=1C=NC(=C(C(=O)N(CC2=CC=C(C=C2)OC)CCO)C1)F